C(CCCCCCCCCC)OC(CCCCCNC1CC(CCC1)O)=O 6-((3-hydroxycyclohexyl)amino)hexanoic acid undecyl ester